ClC=1SC(=CC1C[C@@H](C(=O)OCC)NS(=O)(=O)C1=CC=C(C=C1)OC(F)(F)F)Cl ethyl (S)-3-(2,5-dichlorothiophen-3-yl)-2-((4-(trifluoromethoxy)phenyl)sulfonamido)propanoate